4-bromo-N,N-bis(2-methoxyethyl)aniline BrC1=CC=C(N(CCOC)CCOC)C=C1